ClC=1C=C(CN2CCN(CC2)CC2=C(C=CC(=C2)N2CCN(CC2)C)C(F)(F)F)C=CC1Cl 1-(3,4-dichlorobenzyl)-4-(5-(4-methylpiperazin-1-yl)-2-(trifluoromethyl)benzyl)piperazine